2-(4-chloro-3-fluorobenzamido)-4-methoxybenzo[d]thiazole-6-carboxylic acid ClC1=C(C=C(C(=O)NC=2SC3=C(N2)C(=CC(=C3)C(=O)O)OC)C=C1)F